7,7'-dicarboxy-1,1-bidecalin C(=O)(O)C1CCC2CCCC(C2C1)C1CCCC2CCC(CC12)C(=O)O